5-[4-(bromomethyl)phenyl]-3-(trifluoromethyl)-1,2,4-oxadiazole BrCC1=CC=C(C=C1)C1=NC(=NO1)C(F)(F)F